C(C)(C)(C)C1=NN=C2N1N=C(C1=C2N=CC(=C1)N1CCC(CC1)NC(OC(C)(C)C)=O)CC1=CC=C(C=C1)Cl tert-Butyl {1-[3-tert-butyl-6-(4-chlorobenzyl)pyrido[2,3-d][1,2,4]triazolo[4,3-b]pyridazin-8-yl]piperidin-4-yl}carbamate